C(N)(=N)C=1C=C(SC1)[C@@H](C)NC(=O)C1N(CC(C1)F)C(CNC(=O)C=1C=CC=2C(C3=CC=CC=C3C2C1)(F)F)=O N-((R)-1-(4-carbamimidoylthiophen-2-yl)ethyl)-1-((9,9-difluoro-9H-fluorene-3-carbonyl)glycyl)-4-fluoropyrrolidine-2-carboxamide